(2R,3S)-2-(3-(5-chloro-7-(2-(tetrahydro-2H-pyran-4-yl)thiazol-4-yl)-1H-benzo[d]imidazol-1-yl)propyl)piperidin-3-ol ClC1=CC2=C(N(C=N2)CCC[C@H]2NCCC[C@@H]2O)C(=C1)C=1N=C(SC1)C1CCOCC1